(S)-4-(2-(4-(5-chloro-2-(2-fluoroacetyl)phenyl)-3-methoxy-6-oxopyridazin-1(6H)-yl)-3-phenylpropanamido)benzoic acid ClC=1C=CC(=C(C1)C=1C(=NN(C(C1)=O)[C@H](C(=O)NC1=CC=C(C(=O)O)C=C1)CC1=CC=CC=C1)OC)C(CF)=O